C1(CC1)C1=NC2=C(N1CC1=C(C(=CC=C1)C(F)(F)F)OC)C=CC(=C2)C(=O)NCC2=CC=C(C=C2)S(=O)(=O)CC 2-cyclopropyl-N-(4-(ethylsulfonyl)benzyl)-1-(2-methoxy-3-(trifluoromethyl)benzyl)-1H-benzo[d]imidazole-5-carboxamide